CC(=O)N[C@@H]1[C@H](C[C@@](O[C@H]1[C@@H]([C@@H](CO)O)O)(C(=O)O)O[C@@H]2[C@H]([C@@H](O[C@@H]([C@@H]2O[C@H]3[C@@H]([C@H]([C@H]([C@H](O3)CO)O)O)NC(=O)C)CO)O[C@@H]4[C@H](O[C@H]([C@@H]([C@H]4O)NC(=O)C)O)CO)O)O The molecule is a branched amino tetrasaccharide comprised of a trisaccharide chain of N-acetyl-alpha-neuraminic acid, beta-D-galactose and N-acetyl-beta-D-glucosamine residues linked sequentially (2->3) and (1->4), to the galactose residue of which is also linked (1->4) an N-acetyl-beta-L-galactosamine residue. It has a role as an epitope. It is an amino tetrasaccharide, a glucosamine oligosaccharide and a galactosamine oligosaccharide.